1-(2-chlorophenyl)-N-(2-(2,4-dioxo-3,4-dihydropyrimidin-1(2H)-yl)ethyl)methanesulfonamide ClC1=C(C=CC=C1)CS(=O)(=O)NCCN1C(NC(C=C1)=O)=O